N-(4-pyridyl)-dimethylamine N1=CC=C(C=C1)N(C)C